5,5'-bis(4-octylthiazol-2-yl)-2,2'-bithiophene C(CCCCCCC)C=1N=C(SC1)C1=CC=C(S1)C=1SC(=CC1)C=1SC=C(N1)CCCCCCCC